2-(benzyloxy)-1-bromo-4-(methoxy-d3)benzene C(C1=CC=CC=C1)OC1=C(C=CC(=C1)OC([2H])([2H])[2H])Br